N1=CC=C2OCCCN21 6,7-dihydro-5H-pyrazolo[5,1-b][1,3]oxazin